2-methyl-1-(4-(6-(trifluoromethyl)pyridin-2-yl)-6-(2-(trifluoromethyl)-pyridin-4-ylamino)-1,3,5-triazin-2-ylamino)propan-2-ol CC(CNC1=NC(=NC(=N1)C1=NC(=CC=C1)C(F)(F)F)NC1=CC(=NC=C1)C(F)(F)F)(C)O